(1'R,2'R,4'S)-4-(2-methoxyethyl)-5'-methyl-2'-(prop-1-en-2-yl)-1',2',3',4'-tetrahydro-[1,1'-biphenyl]-2,4',6-triol COCCC=1C=C(C(=C(C1)O)[C@H]1[C@@H](C[C@@H](C(=C1)C)O)C(=C)C)O